CN(C1CC2CCC(C1)N2)C N,N-dimethyl-8-azabicyclo[3.2.1]octan-3-amine